2-((1s,2s)-2-aminocyclohexyl)-N-(but-2-yn-1-yl)-3,5-dichlorothieno[3,2-b]pyridin-7-amine N[C@@H]1[C@H](CCCC1)C1=C(C2=NC(=CC(=C2S1)NCC#CC)Cl)Cl